FC=1C=C2CN(CC2=CC1)C(=O)NC1=CC=C(C=C1)C12CCC(CC1)(CC2)NC(OC(C)(C)C)=O tert-butyl (4-(4-(5-fluoroisoindoline-2-carboxamido)phenyl)bicyclo[2.2.2]octan-1-yl)carbamate